C(C)(C)(C)OC(N([C@H]1CN(CC1)C=1C=C2N=CC=NC2=CC1)CC1CC1)=O.FC(OC=1C=C(C=CC1)S(=O)(=O)N1CCCCC1)(F)F 1-(3-trifluoromethoxybenzenesulfonyl)piperidine tert-butyl-N-(cyclopropylmethyl)-N-[(3R)-1-(quinoxalin-6-yl)pyrrolidin-3-yl]carbamate